ClC1=C(C=CC=C1Cl)N(C1CCNCC1)C N-(2,3-dichlorophenyl)-N-methylpiperidin-4-amine